C(C1=CC=CC=C1)OC=1C=CC=2C3=C(N(C2C1)C)C(NN=C3)=O 7-(benzyloxy)-5-methyl-3,5-dihydro-4H-pyridazino[4,5-b]indol-4-one